N-cyclohexyl-5,6-bis(3-fluoro-4-hydroxyphenyl)-N-(4-methoxyphenyl)-7-oxabicyclo[2.2.1]hept-5-ene-2-sulfonamide C1(CCCCC1)N(S(=O)(=O)C1C2C(=C(C(C1)O2)C2=CC(=C(C=C2)O)F)C2=CC(=C(C=C2)O)F)C2=CC=C(C=C2)OC